CC(=O)NCCC(=O)O N-acetyl-β-alanine